(1S,6S,9R,9aS)-10-benzyl-1-methylhexahydro-1H,3H-6,9-epiminooxazolo[3,4-a]azepin-3-one C(C1=CC=CC=C1)N1[C@H]2CC[C@@H]1[C@@H]1N(C2)C(O[C@H]1C)=O